C1(CC1)N(CCNC(OC(C)(C)C)=O)C(C)C1=C(C(=CC=C1)C#C)F tert-butyl N-[2-[cyclopropyl-[1-(3-ethynyl-2-fluoro-phenyl)ethyl]amino]ethyl]carbamate